O=C1N(CCC(N1)=O)C1=NN(C2=C(C(=CC=C12)N1CCN(CC1)C(=O)OC(C)(C)C)F)C tert-butyl 4-[3-(2,4-dioxohexahydropyrimidin-1-yl)-7-fluoro-1-methyl-indazol-6-yl]piperazine-1-carboxylate